CC(C=CCCC=CC)(O)C Dimethyl-octa-2,6-dien-1-ol